C(C)OC1=C(OCC(COC2=C(C=CC=C2)OCC)O)C=CC=C1 1,3-bis(2-ethoxyphenoxy)propan-2-ol